1,3-Bis(4-methyl-2,6-bis((R)-1-phenylethyl)phenyl)-4,5-dihydro-1H-3-imidazolium chloride [Cl-].CC1=CC(=C(C(=C1)[C@H](C)C1=CC=CC=C1)N1C=[N+](CC1)C1=C(C=C(C=C1[C@H](C)C1=CC=CC=C1)C)[C@H](C)C1=CC=CC=C1)[C@H](C)C1=CC=CC=C1